1-(cis-5-((3-chloro-5-fluorobenzyl)oxy)octahydro-cyclopenta[c]pyrrole-2-carbonyl)-1H-pyrazole-3-carboxylic acid ClC=1C=C(COC2CC3C(CN(C3)C(=O)N3N=C(C=C3)C(=O)O)C2)C=C(C1)F